NC1=CC=C(C=C1)NC(=O)N[C@@H](CC(=O)O)C1=CC(=CC=C1)NS(=O)(=O)C1=CC(=CC=C1)NC(NCCC)=O (3S)-3-{[(4-aminophenyl)carbamoyl]amino}-3-{3-[({3-[(propyl-carbamoyl)amino]phenyl}sulfonyl)amino]phenyl}propanoic acid